5-(((benzyloxy)carbonyl)(methyl)amino)naphthalene-1-sulfonic acid C(C1=CC=CC=C1)OC(=O)N(C1=C2C=CC=C(C2=CC=C1)S(=O)(=O)O)C